1-(3-((4,4-bis(((Z)-oct-5-en-1-yl)oxy)butanoyl)oxy)-2-(hydroxymethyl)propyl) 7-(pentadeca-1,14-dien-8-yl) heptanedioate C(CCCCCC(=O)OC(CCCCCC=C)CCCCCC=C)(=O)OCC(COC(CCC(OCCCC\C=C/CC)OCCCC\C=C/CC)=O)CO